N1=CC=C2N1C=C(C=C2)C2=NC=NS2 5-(pyrazolo[1,5-a]pyridin-6-yl)-1,2,4-thiadiazole